trimethylammonium tetra(p-trifluoromethylphenyl)borate FC(C1=CC=C(C=C1)[B-](C1=CC=C(C=C1)C(F)(F)F)(C1=CC=C(C=C1)C(F)(F)F)C1=CC=C(C=C1)C(F)(F)F)(F)F.C[NH+](C)C